7-bromo-6-{1,4-dioxaspiro[4.5]decan-8-ylamino}-1,3-benzothiazole-2-carbonitrile BrC1=C(C=CC=2N=C(SC21)C#N)NC2CCC1(OCCO1)CC2